(S)-N-[(1E)-(5-chloro-3-cyclopropyl-2-fluorophenyl)methylidene]-2-methylpropane-2-sulfinamide ClC=1C=C(C(=C(C1)\C=N\[S@@](=O)C(C)(C)C)F)C1CC1